(S)-2-(1-(2-(1,3,4-oxadiazol-2-yl)-5-oxa-2-azaspiro[3.4]octan-7-yl)piperidin-4-yl)-4-fluorophenol O1C(=NN=C1)N1CC2(C1)OC[C@H](C2)N2CCC(CC2)C2=C(C=CC(=C2)F)O